N1=C(C=CC=C1)CN1C[C@@](CC1)([C@@]1(OCC1)C(F)(F)F)CCC1=CC=C(C#N)C=C1 |o1:12| 4-(2-((R)-1-(pyridin-2-ylmethyl)-3-((R or S)-2-(trifluoromethyl)oxetan-2-yl)pyrrolidin-3-yl)ethyl)benzonitrile